(E)-ethyl 3-bromoacrylate Br/C=C/C(=O)OCC